N1=CC(NCC1=O)=O pyrazine-3,6(4H,5H)-dione